C1(=CC=CC=C1)N1CCN(C2=CC=CC=C12)CC=O 2-(4-phenyl-3,4-dihydroquinoxalin-1(2H)-yl)ethane-1-one